C(C(C)C)[C@H]1C(N(CCN1)[C@H](C(=O)N1CCC(CC1)CC(=O)OC)CC(C)C)=O Methyl (1-{(S)-2-[(S)-3-isobutyl-2-oxo-1-piperazinyl]-4-methylvaleryl}-4-piperidyl)acetate